1-(5-cyano-4-methoxypyridin-2-yl)-2-oxo-2,3-dihydro-1H-imidazole-4-carboxylic acid methyl ester COC(=O)C=1NC(N(C1)C1=NC=C(C(=C1)OC)C#N)=O